ClC=1C=C(C=C(C1)NS(=O)(=O)C)NC(=O)C1=CN(C(=C1)C=1C(=NC=CC1C)OCC=1C=NC=C(C1)F)C N-(3-chloro-5-(methylsulfonamido)phenyl)-5-(2-((5-fluoropyridin-3-yl)methoxy)-4-methylpyridin-3-yl)-1-methyl-1H-pyrrole-3-carboxamide